ClC=1C=NC=CC1C1=NOC(=C1C1=CC2(C1)CCN(CC2)C=2C=C1C(=CC=NC1=CC2)OC(F)F)C2CC2 6-(2-(3-(3-Chloropyridin-4-yl)-5-cyclopropylisoxazol-4-yl)-7-azaspiro[3.5]non-1-en-7-yl)-4-(difluoromethoxy)chinolin